(N-2-amino-ethyl)-3-aminopropyltriethoxysilane NCCNCCC[Si](OCC)(OCC)OCC